zirconocene chloride [Cl-].[CH-]1C=CC=C1.[CH-]1C=CC=C1.[Zr+2]